ethyl 3-(2-fluoro-3-(1-(3-(2-fluoro-5-((6-fluoro-4-(methylsulfonyl)-1H-indol-5-yl)oxy)phenyl)-1H-pyrazol-1-yl)ethyl)phenyl)propanoate FC1=C(C=CC=C1C(C)N1N=C(C=C1)C1=C(C=CC(=C1)OC=1C(=C2C=CNC2=CC1F)S(=O)(=O)C)F)CCC(=O)OCC